FC1=C(C=CC=C1)C(=C)B1OC(C(O1)(C)C)(C)C 2-[1-(2-fluorophenyl)vinyl]-4,4,5,5-tetramethyl-1,3,2-dioxaborolane